BrC=1C=C2C(=NNC(C2=C(C1)I)=O)CN(C)C 6-bromo-4-[(dimethylamino)methyl]-8-iodo-1,2-dihydro-phthalazin-1-one